2,3,4,5-tetrahydropyrido[3,4-f][1,4]thiazepine-1,1-dioxide S1(CCNCC2=C1C=CN=C2)(=O)=O